C(CCCCCCCCCCCCCCCCC)C(=O)CCCCCCCCCCCCCCCCCC Distearylketon